NCC(=O)NCOC(C)C 2-amino-N-((isopropoxy)methyl)acetamide